7-(4-chloro-2-mesyl-phenyl)-2,7-diazaspiro[3.5]nonane ClC1=CC(=C(C=C1)N1CCC2(CNC2)CC1)S(=O)(=O)C